C(C1=CC=CC=C1)O[C@@H]1C[C@@H]2[C@@H](OCCN2)C1 |r| rac-(4aR,6R,7aS)-6-benzyloxy-3,4a,5,6,7,7a-hexahydro-2H-cyclopenta[b][1,4]oxazin